propylenediamine cobalt [Co].C(C(C)N)N